C(C)(C)(C)OC(=O)N1C[C@@H](OCC1)C(=O)O |r| racemic-morpholine-2,4-dicarboxylic acid 4-tert-butyl ester